(2R,3R)-3-amino-2-(2-methylbenzyl)-2-methylcyclopentan-1-one hydrochloride Cl.N[C@H]1[C@@](C(CC1)=O)(C)CC1=C(C=CC=C1)C